N-(4,6-dimethylpyridin-2-yl)-6-(4-(4-isopropylpiperazin-1-yl)phenyl)-1-methyl-2-(4-(methylsulfonyl)phenyl)-1H-benzo[d]imidazol-4-amine CC1=CC(=NC(=C1)C)NC1=CC(=CC=2N(C(=NC21)C2=CC=C(C=C2)S(=O)(=O)C)C)C2=CC=C(C=C2)N2CCN(CC2)C(C)C